BrC1=C(C=CC=C1)C=1NC=C(N1)C1=CC=C(C=C1)F 2-(2-bromophenyl)-4(s)-(4-fluorophenyl)-1H-imidazol